O=C1N(CCC1)C1=CC=C(OC[C@@H]2CN([C@H](O2)C(F)(F)F)C2=CC(=C(C#N)C=C2)C(F)(F)F)C=C1 4-((2R,5S)-5-((4-(2-oxopyrrolidin-1-yl)phenoxy)methyl)-2-(trifluoromethyl)oxazolidin-3-yl)-2-(trifluoromethyl)benzonitrile